(1r,4S)-N-((S)-1-(4-((2-chloro-7-((S)-1-methoxyethyl)-[1,2,4]triazolo[1,5-a]pyrimidin-6-yl)amino)phenyl)-2,2,2-trifluoroethyl)-4-methoxy-N-methylcyclohexane-1-carboxamide ClC1=NN2C(N=CC(=C2[C@H](C)OC)NC2=CC=C(C=C2)[C@H](C(F)(F)F)N(C(=O)C2CCC(CC2)OC)C)=N1